[N+](=O)([O-])C1=CC=C(OC=2C=C3CCC(NC3=CC2)=O)C=C1 6-(4-nitrophenoxy)-3,4-dihydroquinolin-2(1H)-one